C(#N)C1=CC=C(C=C1)C1=NN2C=NC=3C=CC=CC3C2=N1 2-(4-cyanophenyl)[1,2,4]triazolo[1,5-c]quinazolin